C(C)(C)(C)OC(=O)N1C(CCC1)C(F)F 2-(difluoromethyl)pyrrolidine-1-carboxylic acid tertiary butyl ester